6-bromo-4-methylbenzo[d]oxazole BrC1=CC2=C(N=CO2)C(=C1)C